((2-Bromoethoxy)carbonyl)-Lysin BrCCOC(=O)N[C@@H](CCCCN)C(=O)O